ClC1=CC=2C(=NC=CC2CN2C(CCC2)CF)N1C1COC1 chloro-4-((2-(fluoromethyl)pyrrolidin-1-yl)methyl)-1-(oxetan-3-yl)-1H-pyrrolo[2,3-B]pyridine